FC1=C(C#N)C=CC(=C1)C=1N=C(N(C(C1C1=CC=C(C=C1)OC)=O)C)NC1CCNCC1 2-fluoro-4-[5-(4-methoxy-phenyl)-1-methyl-6-oxo-2-(piperidin-4-ylamino)-1,6-dihydro-pyrimidin-4-yl]-benzonitrile